C(=O)C=1C=C(C(=O)O)C=CC1 3-Formyl-benzoic acid